tetrahydro-as-Indacen C1CCC2C=CC3=CC=CC3=C12